1,1,1,3,3-Pentamethyldisilazan C[Si](N[SiH](C)C)(C)C